NC1=C2C(=NC=N1)N(N=C2C2=CC=C(C=C2)OC2=CC=CC=C2)C2CC1(C2)CCN(CC1)C1CN(C1)C(=O)OC(C)(C)C tert-butyl 3-(2-(4-amino-3-(4-phenoxyphenyl)-1H-pyrazolo[3,4-d]pyrimidin-1-yl)-7-azaspiro[3.5]nonan-7-yl)azetidine-1-carboxylate